FC(OC1=CC=C(C=C1)C1=CN=C2N1C=CN=C2NC2=CC(=C(C(=O)NCCOCCNC)C=C2)C)F 4-((3-(4-(difluoromethoxy)phenyl)imidazo[1,2-a]pyrazin-8-yl)amino)-2-methyl-N-(2-(2-(methylamino)ethoxy)ethyl)benzamide